ClC1=CC=C(C=C1)NC(=O)NC1=CC(=C(C=C1)Cl)Cl N-(4-chloro-phenyl)-N'-(3,4-dichlorophenyl)-urea